FC=1C=CC(=NC1)C1=NN2C(OCC(C2)(C)C)=C1C1=C2C(=NC=C1)C=CN2 2-(5-fluoro-2-pyridinyl)-6,6-dimethyl-3-(1H-pyrrolo[3,2-b]pyridin-7-yl)-5,7-dihydropyrazolo[5,1-b][1,3]oxazine